(R)-3-(dibenzylamino)-1,1,1-trifluorobutan-2-one C(C1=CC=CC=C1)N([C@@H](C(C(F)(F)F)=O)C)CC1=CC=CC=C1